NC1=NC2=CC(=CC=C2C=C1C(=O)OCC)CN(C(C)=O)C1=C(C=CC=C1)S(=O)(=O)C ethyl 2-amino-7-{[N-(2-methanesulfonylphenyl)acetamido]methyl}quinoline-3-carboxylate